[O-2].[Ag+3].[Ag+] monosilver (I) monosilver (III) monooxide